2-((4-(aminomethyl)benzyl)thio)-4-ethyl-6-(4-methyl-1,4-diazepan-1-yl)pyridine-3,5-dicarbonitrile dihydrochloride Cl.Cl.NCC1=CC=C(CSC2=NC(=C(C(=C2C#N)CC)C#N)N2CCN(CCC2)C)C=C1